1-methyl-1-(1,4-dioxaspiro[4.5]decan-8-yl)urea CN(C(=O)N)C1CCC2(OCCO2)CC1